C1NCCC12CCN(CC2)C2=CC(=NC=C2C=2C=NN(C2)C2CCOCC2)NC2=NC(=NC=C2)C2=C(C=CC=C2OC)F N-(4-(2,8-diazaspiro[4.5]decan-8-yl)-5-(1-(tetrahydro-2H-pyran-4-yl)-1H-pyrazol-4-yl)pyridin-2-yl)-2-(2-fluoro-6-methoxyphenyl)pyrimidin-4-amine